4-chloro-N,N-bis[(4-methoxyphenyl)methyl]-6-methyl-5-(trifluoromethyl)pyridin-2-amine ClC1=CC(=NC(=C1C(F)(F)F)C)N(CC1=CC=C(C=C1)OC)CC1=CC=C(C=C1)OC